2,6-dimethyl-1-(3-sulfopropyl)pyridinium CC1=[N+](C(=CC=C1)C)CCCS(=O)(=O)O